chloro-N-(3-(3,3-dimethylbut-1-en-1-yl)phenyl)-N-methyl-[1,2,4]triazolo[4,3-a]quinazolin-5-amine ClC1=NN=C2N1C1=CC=CC=C1C(=N2)N(C)C2=CC(=CC=C2)C=CC(C)(C)C